ClCC(C1=CC=CC=C1)=NO 2-chloroacetophenone oxime